isopropyl 6-diazo-2-((S)-2-hydroxypropanamido)-5-oxohexanoate [N+](=[N-])=CC(CCC(C(=O)OC(C)C)NC([C@H](C)O)=O)=O